4-methyl-2-[4-(4-methyl-piperazin-1-yl)-6-morpholin-4-yl-pyrimidin-2-ylamino]-thiazole-5-carboxylic acid ethyl ester C(C)OC(=O)C1=C(N=C(S1)NC1=NC(=CC(=N1)N1CCN(CC1)C)N1CCOCC1)C